C(C)CC(CC(=O)[O-])=O.C(C)CC(CC(=O)[O-])=O.C(C(C)C)O[Ti+2]OCC(C)C diisobutoxytitanium bis(ethylacetoacetate)